4-(3-morpholino-4-nitro-1H-pyrazol-1-yl)benzonitrile O1CCN(CC1)C1=NN(C=C1[N+](=O)[O-])C1=CC=C(C#N)C=C1